5-(4-bromophenyl)-2-oxa-5-azaspiro[3.4]octan-6-one BrC1=CC=C(C=C1)N1C2(COC2)CCC1=O